FC1=C(N=CC2=C1N=C(N=C2N2C[C@H](C[C@@H](C2)O)NC(OC(C)(C)C)=O)OC[C@]21CCCN1C[C@@H](C2)F)C2=CC(=CC1=CC=CC=C21)O tert-Butyl ((3S,5S)-1-(8-fluoro-2-(((2R,7aS)-2-fluorohexahydro-1H-pyrrolizin-7a-yl)methoxy)-7-(3-hydroxynaphthalen-1-yl)pyrido[4,3-d]pyrimidin-4-yl)-5-hydroxypiperidin-3-yl)carbamate